4-(6-Fluoro-3-methyl-1H-indazol-5-yl)-7-oxa-4-azaspiro[2.5]octane FC1=C(C=C2C(=NNC2=C1)C)N1C2(CC2)COCC1